3,5-dichloro-N-[4-fluoro-5-(4-morpholin-4-ylphenyl)-2-[(3R)-3-(dimethylamino)pyrrolidin-1-yl]phenyl]benzamide ClC=1C=C(C(=O)NC2=C(C=C(C(=C2)C2=CC=C(C=C2)N2CCOCC2)F)N2C[C@@H](CC2)N(C)C)C=C(C1)Cl